C(C)OC(C(F)(F)C1CCN(CC1)C(=O)OC(C)(C)C)=O tert-butyl 4-(2-ethoxy-1,1-difluoro-2-oxo-ethyl)piperidine-1-carboxylate